(2S)-1-[5-[[5-(1H-benzimidazol-2-yl)-1H-pyrazol-3-yl]carbamoyl]-2-pyridyl]pyrrolidine-2-carboxylic acid N1C(=NC2=C1C=CC=C2)C2=CC(=NN2)NC(=O)C=2C=CC(=NC2)N2[C@@H](CCC2)C(=O)O